C(C)C=1C(=C(C=CC1)C(C(=O)O)O)CC diethyl-hydroxyphenylacetic acid